ClC=1C=C2C(=NC(=NC2=C(C1C1=CC(=CC2=CC=CC=C12)O)F)O[C@@H](C=O)C)N1CCN(CC1)C(C=C)=O (2R)-2-[6-Chloro-8-fluoro-7-(3-hydroxy-1-naphthyl)-4-(4-prop-2-enoylpiperazin-1-yl)quinazolin-2-yl]oxypropanal